ClC1=NC=NC(=C1)C1=NC=CC=C1 4-Chloro-6-(pyridin-2-yl)pyrimidine